OC1=C(C(=C(C=2COC(C21)=O)C)OC)C/C=C(/CCC(=O)OCCN2CCOCC2)\C 2-morpholin-4-ylethyl (E)-6-(4-hydroxy-6-methoxy-7-methyl-3-oxo-1H-2-benzofuran-5-yl)-4-methylhex-4-enoate